C(C)(C)(C)C=1C(=C(C(=O)NC2=C(C=C(C=C2)[N+](=O)[O-])Cl)C=C(C1)C)O 3-tert-butyl-N-(2-chloro-4-nitro-phenyl)-2-hydroxy-5-methyl-benzamide